NC1=NN(C2=NC(=CC=C21)C2CC2)C(=O)C=2C(=NC=CC2)C(F)(F)F (3-amino-6-cyclopropyl-1H-pyrazolo[3,4-b]pyridin-1-yl)(2-(trifluoromethyl)pyridin-3-yl)methanone